ClC1=C(C=C(C(=C1)Cl)OC)NC1=C(C=NC2=CC(=C(C=C12)OC)OCCC1CCN(CC1)C)C#N 4-[(2,4-dichloro-5-methoxyphenyl)amino]-6-methoxy-7-[2-(1-methylpiperidin-4-yl)ethoxy]-3-quinolinecarbonitrile